[N+](=O)([O-])C1=CC(=NC=C1)OC1=CC=C(C=C1)NC(=S)NC(=O)C=1OC=CC1 N-[(4-(4-nitropyridin-2-yloxy)phenyl)thiocarbamoyl]furan-2-carboxamide